2-ethylhexanoic acid potassium salt [K+].C(C)C(C(=O)[O-])CCCC